(R)-5-[1-(2-chloro-6-fluoro-phenyl)-piperidin-4-yl]-7-(2-cyclopropyl-benzyl)-4-methyl-2,4,5,7-tetrahydro-pyrazolo[3,4-d]pyrimidin-6-one ClC1=C(C(=CC=C1)F)N1CCC(CC1)N1C(N(C=2C([C@H]1C)=CNN2)CC2=C(C=CC=C2)C2CC2)=O